CNC(=S)NC(C(C1=NC=CC(=C1)C(F)(F)F)C=1C=C(C=CC1)C)=O N-(methylaminothioformyl)-2-(m-tolyl)-2-(4-(trifluoromethyl)pyridine-2-yl)acetamide